1-methyl-2,3-dihydro-1,4-benzodiazepin-5-one dihydrochloride Cl.Cl.CN1CCNC(C2=C1C=CC=C2)=O